3,4-dichloro-N-[(3S,6R)-6-{5-[2-(trifluoromethoxy)ethoxy]-1,3,4-oxadiazol-2-yl}piperidin-3-yl]benzamide ClC=1C=C(C(=O)N[C@@H]2CN[C@H](CC2)C=2OC(=NN2)OCCOC(F)(F)F)C=CC1Cl